4-({6-chloro-4-[2-(4-methyl-1,2,4-triazol-3-yl)-5-(trifluoromethyl)phenyl]pyridin-2-yl}amino)butanenitrile ClC1=CC(=CC(=N1)NCCCC#N)C1=C(C=CC(=C1)C(F)(F)F)C1=NN=CN1C